1-(2-fluorophenyl)-N-((5-(trifluoromethoxy)pyridin-2-yl)methyl)ethanamine FC1=C(C=CC=C1)C(C)NCC1=NC=C(C=C1)OC(F)(F)F